C1=CC=CC=2C3=CC=CC=C3C(C12)COC(=O)N[C@@H](C[C@H]1N(CCC1)C(=O)OC(C)(C)C)C(=O)OC Tert-butyl (S)-2-((S)-2-((((9H-fluoren-9-yl)methoxy)carbonyl)amino)-3-methoxy-3-oxopropyl)pyrrolidine-1-carboxylate